(S)-5-(1-Hydroxycyclopropyl)-1-(2'-methyl-[1,1'-biphenyl]-4-carbonyl)pyrrolidin-3-one OC1(CC1)[C@@H]1CC(CN1C(=O)C1=CC=C(C=C1)C1=C(C=CC=C1)C)=O